(1,4-diazabicyclo[3.2.2]nonan-4-yl)(3-(3-chloro-4-fluorophenyl)-4,6-dihydro-1H-furo[3,4-c]pyrazol-1-yl)methanone N12CCN(C(CC1)CC2)C(=O)N2N=C(C1=C2COC1)C1=CC(=C(C=C1)F)Cl